2-(2-hydroxyethyl)thio-5-methylthio-1,3,4-thiadiazole OCCSC=1SC(=NN1)SC